CC1(COC2=CC(=CC=C2C1NC(O[C@@H]1CN2CCC1CC2)=O)C2=NC=CC=C2)C (S)-quinuclidin-3-yl (3,3-dimethyl-7-(pyridin-2-yl)chroman-4-yl)carbamate